C[C@@H]1N([C@H](COC1)C)C(=O)C=1C2=C(N(N1)CC(=O)N1CCN(CC1)C1=C(C(=CC=C1)C)C)CCC2 2-{3-[(3S,5S)-3,5-Dimethylmorpholin-4-carbonyl]-5,6-dihydrocyclopenta[c]pyrazol-1(4H)-yl}-1-[4-(2,3-dimethylphenyl)piperazin-1-yl]ethan-1-on